tripentenyl-phosphine C(=CCCC)P(C=CCCC)C=CCCC